(2S,4R)-1-[(2S)-2-(4-cyclopropyltriazol-1-yl)-3,3-dimethyl-butanoyl]-4-hydroxy-N-[(1-tetrahydrofuran-2-ylcyclobutyl)methyl]pyrrolidine-2-carboxamide C1(CC1)C=1N=NN(C1)[C@H](C(=O)N1[C@@H](C[C@H](C1)O)C(=O)NCC1(CCC1)C1OCCC1)C(C)(C)C